N1(CCCCC1)C1CCN(CC1)C(=O)OC1=CC2=CC=C(C(=C2C=C1)C#C)F 5-ethynyl-6-fluoronaphthalen-2-yl [1,4'-bipiperidin]-1'-carboxylate